1-methyl-5-(1-(1-(methyl-sulfonyl)-piperidin-4-yl)-1H-pyrazol-4-yl)-4-phenylpyridin-2(1H)-one CN1C(C=C(C(=C1)C=1C=NN(C1)C1CCN(CC1)S(=O)(=O)C)C1=CC=CC=C1)=O